5-methoxy-1-[4-[(4,4,5,5-tetramethyl-1,3,2-dioxaborolan-2-yl)methyl]phenyl]-3-(trifluoromethyl)pyrazole COC1=CC(=NN1C1=CC=C(C=C1)CB1OC(C(O1)(C)C)(C)C)C(F)(F)F